FC1=CC(=CC=C1)C(CC=C)CC=C 1-Fluoro-3-(hepta-1,6-dien-4-yl)benzene